7-cyano-1-methyl-1H-indole-5-carboxylic acid C(#N)C=1C=C(C=C2C=CN(C12)C)C(=O)O